ClC1=CC=C2C(=NC=3N(C2=C1)C=NN3)N(C=3C=C(C=CC3)C(C(C#C)(O)C)(F)F)C (3-((8-chloro-[1,2,4]triazolo[4,3-a]quinazolin-5-yl)(methyl)amino)phenyl)-1,1-difluoro-2-methylbut-3-yn-2-ol